C(CC)OC(=O)C1=C(N=C(S1)NC(C[C@@H](CCCNC)NC(C1=CC(=CC=C1)C1=NOC(=N1)C)=O)=O)C (R)-4-methyl-2-(3-(3-(5-methyl-1,2,4-oxadiazol-3-yl)benzoylamino)-6-(methylamino)hexanamido)thiazole-5-carboxylic acid propyl ester